OCCN1CCN(CC1)S(=O)(=O)[O-] 4-(2-hydroxyethyl)-1-piperazinyl-sulfonate